O1C=NC2=C1C(=CC=C2)NC(OC2=CC=CC=C2)=NC#N phenyl N-(benzo[d]oxazol-7-yl)-N'-cyanocarbamimidate